C(C)(C)(C)OC(=O)N1CCN(CC1)C(=O)C1=CC=C2C=C(NC2=C1)C1=NNC=2CC(CCC12)(C)C 4-[2-(6,6-dimethyl-1,4,5,7-tetrahydroindazol-3-yl)-1H-indole-6-carbonyl]Piperazine-1-carboxylic acid tert-butyl ester